C(CCCCCCCCCCCCCCC(C)C)(=O)OC(CCCCCCCCC)CCCCCC hexyldecanol isostearate